N-(5-(2,6-difluoro-4-(methoxy-d3)phenyl)-1-methyl-3-oxo-2-(4-(trifluoromethyl)pyridin-2-yl)-2,3-dihydro-1H-pyrazol-4-yl)-4-(trifluoromethoxy)benzamide FC1=C(C(=CC(=C1)OC([2H])([2H])[2H])F)C1=C(C(N(N1C)C1=NC=CC(=C1)C(F)(F)F)=O)NC(C1=CC=C(C=C1)OC(F)(F)F)=O